ethyl (S)-7-(((perfluorobutyl)sulfonyl)oxy)chromane-2-carboxylate FC(C(C(C(F)(F)F)(F)F)(F)F)(S(=O)(=O)OC1=CC=C2CC[C@H](OC2=C1)C(=O)OCC)F